tert-Butyl 5-oxo-5,7-dihydrospiro[cyclopenta[b]pyridine-6,4'-piperidine]-1'-carboxylate O=C1C=2C(=NC=CC2)CC12CCN(CC2)C(=O)OC(C)(C)C